(S)-1-((R)-7-(4-fluorobenzoyl)-8-methaneyl-3-(3-methyl-1,2,4-thiadiazol-5-yl)-5,6,7,8-tetrahydroimidazo[1,5-a]pyrazin-1-yl)-3-hydroxypyrrolidin-2-one FC1=CC=C(C(=O)N2[C@@H](C=3N(CC2)C(=NC3N3C([C@H](CC3)O)=O)C3=NC(=NS3)C)C)C=C1